(S)-4-(7-methylpyrazolo[1,5-a]pyridin-2-yl)-5-(5-(trifluoromethyl)pyridin-2-yl)-4,5,6,7-tetrahydro-1H-imidazo[4,5-c]pyridine CC1=CC=CC=2N1N=C(C2)[C@H]2N(CCC1=C2N=CN1)C1=NC=C(C=C1)C(F)(F)F